tert-butyl 4-[[4-(3-amino-6-thiazol-2-yl-pyridazin-4-yl) pyrazol-1-yl]methyl]piperidine-1-carboxylate NC=1N=NC(=CC1C=1C=NN(C1)CC1CCN(CC1)C(=O)OC(C)(C)C)C=1SC=CN1